N-[2-[tert-butyl(dimethyl)silyl]oxyethyl]-[1,2,4]triazolo[4,3-a]pyridin-7-amine [Si](C)(C)(C(C)(C)C)OCCNC1=CC=2N(C=C1)C=NN2